ClC[C@H](CC#N)O (S)-4-chloro-3-hydroxy-butyronitrile